3-Methoxy-4-[[4-[3-(2-oxo-1-piperidyl)propylamino]-5-(trifluoromethyl)pyrimidin-2-yl]amino]-N-(4-piperidyl)benzamide COC=1C=C(C(=O)NC2CCNCC2)C=CC1NC1=NC=C(C(=N1)NCCCN1C(CCCC1)=O)C(F)(F)F